ethyl 2-(2-hydroxy-4-isobutyramidophenyl)acetate OC1=C(C=CC(=C1)NC(C(C)C)=O)CC(=O)OCC